(R)-(2,2-difluorocyclopropyl)methanol FC1([C@H](C1)CO)F